2-((3-(4-fluorophenyl)-1,2,4-oxadiazol-5-yl)methyl)-6-(2-(2,2,2-trifluoroethoxy)pyrimidin-5-yl)pyridazin-3(2H)-one FC1=CC=C(C=C1)C1=NOC(=N1)CN1N=C(C=CC1=O)C=1C=NC(=NC1)OCC(F)(F)F